4-((4-(7-fluoro-[1,2,4]triazolo[1,5-a]pyridin-6-yl)piperidin-1-yl)sulfonyl)-1-methyl-1H-pyrazole-5-carbonitrile FC1=CC=2N(C=C1C1CCN(CC1)S(=O)(=O)C=1C=NN(C1C#N)C)N=CN2